4-(3-cyanophenyl)-N-(3-(2-oxopropyl)-1,2,4-thiadiazol-5-yl)furan-2-carboxamide indium [In].C(#N)C=1C=C(C=CC1)C=1C=C(OC1)C(=O)NC1=NC(=NS1)CC(C)=O